COOCC=1C=NC=C(C1)C (5-methyl-3-pyridinyl-methoxy) methyl ether